tert-butyl (3-(3-bromo-4-oxobutyl)-4-methylphenyl)carbamate BrC(CCC=1C=C(C=CC1C)NC(OC(C)(C)C)=O)C=O